(3-(6-chloro-5-methoxy-1-methyl-3-(1H-pyrazol-4-yl)-1H-pyrrolo[3,2-b]pyridin-2-yl)-1H-1,2,4-triazol-5-yl)methanol ClC=1C=C2C(=NC1OC)C(=C(N2C)C2=NNC(=N2)CO)C=2C=NNC2